ClC1=C(C(=O)C2=CNC3=NC=C4C(=C32)NC(=N4)[C@@H]4CC[C@H](CC4)C#N)C=CC(=C1)OC1=CC=CC=C1 trans-4-(8-(2-chloro-4-phenoxybenzoyl)-1,6-dihydroimidazo[4,5-d]Pyrrolo[2,3-b]Pyridin-2-yl)cyclohexane-1-carbonitrile